BrC1=C(C=CC=C1)S(=O)(=O)C 1-bromo-2-methylsulfonyl-benzene